trans-4-((4-(2-Cyclopropyloxazol-4-yl)pyridine-2-yl)((trans-4-(5-methoxy-6-methyl pyridin-2-yl)cyclohexyl)methyl)carbamoyl)cyclohexyl azetidine-1-carboxylate N1(CCC1)C(=O)O[C@@H]1CC[C@H](CC1)C(N(C[C@@H]1CC[C@H](CC1)C1=NC(=C(C=C1)OC)C)C1=NC=CC(=C1)C=1N=C(OC1)C1CC1)=O